Oxan-2-on O1C(CCCC1)=O